3-chloro-5-fluoro-2-methyl-4-(1,2,5,6-tetrahydropyridin-3-yl)-1H-indole-7-carboxamide ClC1=C(NC2=C(C=C(C(=C12)C=1CNCCC1)F)C(=O)N)C